(cyclopropylsulfonyl)[3-fluoro-4-({2-oxo-7-(3-pyridazinyloxy)-2H,3H-spiro[1,3-benzoxazine-4,1'-cyclobutan]-3-yl}methyl)-2-pyridyl]amine C1(CC1)S(=O)(=O)NC1=NC=CC(=C1F)CN1C(OC2=C(C=CC(=C2)OC=2N=NC=CC2)C12CCC2)=O